FC1(CN(CC[C@H]1NC1=NN2C(C(=N1)OC)=C(C=C2)C=2C=CC1=C(N(N=N1)CC(C)(F)F)C2)S(=O)(=O)C)F (R)-N-(3,3-difluoro-1-(methylsulfonyl)piperidin-4-yl)-5-(1-(2,2-difluoropropyl)-1H-benzo[d][1,2,3]triazol-6-yl)-4-methoxypyrrolo[2,1-f][1,2,4]triazin-2-amine